ClC1=C2C(=NN(C2=CC=C1)S(=O)(=O)C1=CC=C(C=C1)C)N1CC(C1)(F)F 4-chloro-3-(3,3-difluoroazetidin-1-yl)-1-(p-tolyl-sulfonyl)indazole